B([O-])(F)F.C(C)[N+]1(CCCC1)C 1-ethyl-1-methyl-pyrrolidinium difluoroborate